OCC1=C(C=CC(=C1)C(C)(C)C)O hydroxymethyl-p-tertbutyl-phenol